C1(=CC=CC2=CC=CC=C12)NC(=O)C1=C(C(=O)O)C=CC=C1 2-[(1-naphthylamino)carbonyl]benzoic acid